[3-(methyl-carbamoyl)phenyl]piperidine-1-carboxamide CNC(=O)C=1C=C(C=CC1)C1N(CCCC1)C(=O)N